Tert-butyl-[1-(2-chloro-6-methyl-4-pyridinyl)azetidin-3-yl]oxy-dimethyl-silane C(C)(C)(C)[Si](C)(C)OC1CN(C1)C1=CC(=NC(=C1)C)Cl